(R)-4-(aminomethyl)-N'-((1,2,3,5,6,7-hexahydro-s-indacen-4-yl)carbamoyl)benzenesulfonimidamide NCC1=CC=C(C=C1)[S@@](=O)(N)=NC(NC1=C2CCCC2=CC=2CCCC12)=O